S1C=C(C=C1)C=1SC(=CC1)C=1SC(=CC1)C=1SC(=CC1)C=1SC(=CC1)C1=CSC=C1 3,2':5',2'':5'',2''':5''',2'''':5'''',3'''''-Sexithiophene